3-((9-(4-(2-(1-acetamido-1-oxopropan-2-yl)-6-fluoro-1-oxoisoindolin-4-yl)-piperidin-1-yl)nonyl)oxy)-N-(3,5-dichloropyridin-4-yl)-4-(difluoromethoxy)benzamide C(C)(=O)NC(C(C)N1C(C2=CC(=CC(=C2C1)C1CCN(CC1)CCCCCCCCCOC=1C=C(C(=O)NC2=C(C=NC=C2Cl)Cl)C=CC1OC(F)F)F)=O)=O